3-(1,3-Benzodioxol-5-yl)-5-(3-iodophenyl)-1H-pyrazole O1COC2=C1C=CC(=C2)C2=NNC(=C2)C2=CC(=CC=C2)I